methyl-(1aR,5aS,6aR)-4-methylenehexahydrocyclopropa[b]pyrrolizine CC1[C@H]2C[C@H]3CC(CN3[C@@H]21)=C